S1C(=CC=C1)CNC(=O)C1=COC=2N=CN=CC21 N-(thiophen-2-ylmethyl)furo[2,3-d]pyrimidine-5-carboxamide